N-(3-cyano-5-fluorophenyl)-3,3-difluoro-4-hydroxy-7-oxo-1-azaspiro[4.4]nonane-1-thioamide C(#N)C=1C=C(C=C(C1)F)NC(=S)N1CC(C(C12CC(CC2)=O)O)(F)F